C1(C=CC=C1)C1(C=CC=C1)[Ru]C(C)C cyclopentadienylisopropylcyclopentadienyl-ruthenium(II)